N-(4-Bromo-3-(2-(dimethylamino)ethoxy)phenyl)-6-(2-cyclopropyl-4-(5-methyl-1,2,4-oxadiazol-3-yl)phenyl)nicotinamid BrC1=C(C=C(C=C1)NC(C1=CN=C(C=C1)C1=C(C=C(C=C1)C1=NOC(=N1)C)C1CC1)=O)OCCN(C)C